NC1=CC(=NN1C(=O)OCC)COC Ethyl 5-amino-3-(methoxymethyl)-1H-pyrazole-1-carboxylate